tert-butyl 3-(4-{2-[(4-hydroxy-4-methylpiperidine-1-carbonyl)amino]-4-methoxy-1H-1,3-benzodiazol-7-yl}-1H-pyrazol-1-yl)azetidine-1-carboxylate OC1(CCN(CC1)C(=O)NC1=NC2=C(N1)C(=CC=C2OC)C=2C=NN(C2)C2CN(C2)C(=O)OC(C)(C)C)C